FC1(CN(CC1)C1=CC(=C(C(=C1)F)C1C(C(N1C1=CC2=C(N(C=N2)COCC[Si](C)(C)C)C=C1)=O)C)F)F 4-(4-(3,3-difluoropyrrolidin-1-yl)-2,6-difluorophenyl)-3-methyl-1-(1-((2-(trimethylsilyl)ethoxy)methyl)-1H-benzo[d]imidazol-5-yl)azetidin-2-one